sec.propylamine C(C)(C)N